C(C)(=O)N1CCC(CC1)(OCC)C=1C(N(C2=C(C(=NC(=C2C1)N[C@H](C)C=1C(=C(C#N)C=CC1)F)C)OC[C@H]1N(CCC1)C)C)=O 3-((R)-1-((3-(1-acetyl-4-ethoxypiperidin-4-yl)-1,7-dimethyl-8-(((S)-1-methylpyrrolidin-2-yl)methoxy)-2-oxo-1,2-dihydro-1,6-naphthyridin-5-yl)amino)ethyl)-2-fluorobenzonitrile